CN(C1CCC(CC1)NC1=NC2=CC=C(C=C2C=N1)C=1C(=C(C=CC1F)NS(=O)(=O)C=1C=NC=C(C1)C(F)(F)F)F)C N-(3-(2-(((1r,4r)-4-(dimethylamino)cyclohexyl)amino)quinazolin-6-yl)-2,4-difluorophenyl)-5-(trifluoromethyl)pyridine-3-sulfonamide